F[C@@H]1C(NC(C[C@@H]1N1C=CC2=C1N=NC(=C2)C2=C(C=C(C=C2)N2N=NC(=C2)C)O)(C)C)(C)C 2-(7-((3S,4S)-3-fluoro-2,2,6,6-tetramethylpiperidin-4-yl)-7H-pyrrolo[2,3-c]pyridazin-3-yl)-5-(4-methyl-1H-1,2,3-triazol-1-yl)phenol